2-(2-hydroxyethyl)-8-(6-methyl-7-oxo-6,7-dihydro-1H-pyrrolo[2,3-c]pyridin-4-yl)-6-(methylsulfonyl)-2H-1,4-benzoxazin-3(4H)-one OCCC1OC2=C(NC1=O)C=C(C=C2C=2C1=C(C(N(C2)C)=O)NC=C1)S(=O)(=O)C